C(C)(C)(C)OC(=O)N1[C@H]2CC(C[C@@H]1CC2)OC=2N=NC(=CC2)I.C(#N)C=2C=C(C=CC2)C=2C(C(C(=NC2)NCCC2=CC=CC=C2)=O)CC(=O)N 2-(5-(3-cyanophenyl)-3-oxo-2-(phenethylamino)-3,4-dihydropyridin-4-yl)acetamide tert-butyl-(1R,3R,5S)-3-((6-iodopyridazin-3-yl)oxy)-8-azabicyclo[3.2.1]octane-8-carboxylate